diglyceryl-2-octynoate C(C(O)CO)C(C#CC(=O)[O-])(CCCC)CC(O)CO